CN1CC(CC1C)(C1=CC=CC=C1)C1=CC=CC=C1 1,5-dimethyl-3,3-diphenyl-pyrrolidine